2,4,7-trichloro-8-methoxy-pyrido[4,3-d]pyrimidine ClC=1N=C(C2=C(N1)C(=C(N=C2)Cl)OC)Cl